OC1=CC(=CC2=C1C(/C(/O2)=C/C2=CC(=C(C=C2)O)OC)=O)O 4,6-dihydroxy-2Z-[(4-hydroxy-3-methoxyphenyl)methylene]-3(2H)-benzofuranone